CC=1C(=C(SC1C(=O)O)C(=O)O)C dimethyl-2,5-thiophenedicarboxylic acid